C(CC)(=O)OC1=C2C(=CNC2=CC=C1)CCN(C)CC=C 3-(2-(allyl (methyl) amino) ethyl)-1H-indol-4-yl propionate